8-bromo-2-(1,3-dihydroisoindol-2-yl)-3-(2,2-dimethyloxan-4-yl)-6-methylquinazolin-4-one BrC=1C=C(C=C2C(N(C(=NC12)N1CC2=CC=CC=C2C1)C1CC(OCC1)(C)C)=O)C